1-(4-(4-isopropyl-5-(8-methyl-[1,2,4]triazolo[1,5-a]pyridin-6-yl)-1H-pyrazol-3-yl)phenyl)-N,N-dimethylmethylamine C(C)(C)C=1C(=NNC1C=1C=C(C=2N(C1)N=CN2)C)C2=CC=C(C=C2)CN(C)C